4,5-difluoro-2,2-bis(trifluoro-methyl)-1,3-dioxole FC=1OC(OC1F)(C(F)(F)F)C(F)(F)F